FS(C1=CC=C(C=C1)C1CCN(CC1)C(=O)C1CC2(C1)NC(OC2)=O)(F)(F)(F)F (2s,4s)-2-(4-(4-(Pentafluoro-λ6-sulfaneyl)phenyl)piperidine-1-carbonyl)-7-oxa-5-azaspiro[3.4]octan-6-one